4-(tert-butyl)-N-(heptan-4-yl)aniline C(C)(C)(C)C1=CC=C(NC(CCC)CCC)C=C1